COC=1C=C(CN(C2=CC(=CC=C2)COCCOCCN2CCOCC2)CC2=CC=C(C=C2)N2CCOCC2)C=CC1 N-(3-methoxybenzyl)-N-(4-morpholinobenzyl)-3-((2-(2-morpholinoethoxy)ethoxy)methyl)aniline